BrC1=CC2=C(N(C(C(O2)C)=O)[C@@H](C)C2=NC(=CC=C2)OC(F)(F)F)C=C1 7-bromo-2-methyl-4-[(1S)-1-[6-(trifluoromethoxy)pyridin-2-yl]ethyl]-2H-1,4-benzoxazin-3-one